NCC=1C=NC(=NC1)C1=C(C=C(C#N)C=C1)OC=1C=NC(=CC1)N1C2CCC1CC2 4-[5-(aminomethyl)pyrimidin-2-yl]-3-[6-(7-azabicyclo[2.2.1]heptan-7-yl)pyridin-3-yl]oxybenzonitrile